NC1=CC=C(C=N1)C#CC1=CC=C(C=C1)CC(C(=O)NCC(F)F)C=1N=CNC(C1O)=O 3-(4-((6-aminopyridin-3-yl)ethynyl)phenyl)-N-(2,2-difluoroethyl)-2-(5-hydroxy-6-oxo-1,6-dihydropyrimidin-4-yl)propanamide